FS(C1=CC=C(C=C1)N[C@@H]1CC[C@H](CC1)S(=O)(=N)C1=CC=C(C=C1)C=1C=C2C(=CNC2=CC1)C#N)(F)(F)(F)F 5-(4-{[trans-4-{[4-(pentafluoro-λ6-sulfanyl)phenyl]Amino}cyclohexyl]sulfonimidoyl}phenyl)-1H-indole-3-carbonitrile